rel-3-chloro-4-[(3,5-difluoropyridin-2-yl)methoxy]-2'-[2-(1-hydroxycyclopropyl)pyrimidin-4-yl]-5',6-dimethyl-[1,4'-bipyridin]-2-one ClC=1C(N(C(=CC1OCC1=NC=C(C=C1F)F)C)C1=CC(=NC=C1C)C1=NC(=NC=C1)C1(CC1)O)=O